O=C1CN(CCN1)C(C(=O)OC)C methyl 2-(3-oxopiperazin-1-yl)propanoate